N1=CC=C(C=C1)C1=NN(C(=C1)N1C(OC(CC1)C=1C=NC(=CC1)C(F)(F)F)=O)COCC[Si](C)(C)C 3-(3-(pyridin-4-yl)-1-((2-(trimethylsilyl)ethoxy)methyl)-1H-pyrazol-5-yl)-6-(6-(trifluoromethyl)pyridin-3-yl)-1,3-oxazinan-2-one